3-bromo-5'-chloro-6-(thiazol-2-yl)-[2,2'-bipyridine]-4-amine BrC=1C(=NC(=CC1N)C=1SC=CN1)C1=NC=C(C=C1)Cl